N1=CC=CC2=CC=CC(=C12)OCCCNC(OC(C)(C)C)=O Tert-butyl (3-(quinolin-8-yloxy)propyl)carbamate